NC1=NC=2C=CC(=CC2C2=C1C(OC2)C)C(=O)N(CC2=NC=C(C=C2)C#N)CC2=CN=C(S2)N 4-amino-N-((2-aminothiazol-5-yl)methyl)-N-((5-cyanopyridin-2-yl)methyl)-3-methyl-1,3-dihydrofuro[3,4-c]quinoline-8-carboxamide